[Cl-].[Cl-].C(C)(C)=[Zr+2](C1C2=CC=CC=C2C=2C=CC=CC12)C1C=C(C=C1)C isopropylidene(3-methylcyclopentadienyl)(9-fluorenyl)zirconium dichloride